N[C@@H]1CN(CC[C@H]1F)C1=NC2=C(N1CC(=O)N1CC(CCC1)NC(C)=O)C=C(C(=C2)F)F N-(1-(2-(2-((3R,4R)-3-Amino-4-fluoropiperidin-1-yl)-5,6-difluoro-1H-benzo[d]imidazol-1-yl)acetyl)piperidin-3-yl)acetamid